methyl 2-(2-chloro-4-methoxyphenyl)-5-methoxynicotinate ClC1=C(C=CC(=C1)OC)C1=C(C(=O)OC)C=C(C=N1)OC